(1r,2r,3S,6S,7S)-4-[(2S)-2-amino-3,3-dimethylbutyryl]-10,10-difluoro-4-azatricyclo[5.2.1.0{2,6}]dec-8-en-3-carboxylic acid N[C@H](C(=O)N1[C@@H]([C@H]2[C@H]3C=C[C@@H]([C@H]2C1)C3(F)F)C(=O)O)C(C)(C)C